C(CCCCCC)OC1=CC=C(C=C1)S(=O)(=O)C=1C=NC2=CC=C(C=C2C1N1CCC(CC1)N1CCN(CC1)CCO)SC 2-(4-(1-(3-((4-(heptyloxy)phenyl)sulfonyl)-6-(methylthio)quinolin-4-yl)piperidin-4-yl)piperazin-1-yl)ethan-1-ol